3-[(cis)-3-hydroxy-3-methylcyclobutyl]-3H-[1,2,3]triazolo[4,5-b]pyridin-6-ol OC1(CC(C1)N1N=NC=2C1=NC=C(C2)O)C